6-chloro-1-[[(2S,5S)-5-methylpyrrolidin-2-yl]methyl]pyrazolo[3,4-d]pyrimidine hydrochloride Cl.ClC1=NC=C2C(=N1)N(N=C2)C[C@H]2N[C@H](CC2)C